5-Methyl-4-(1-naphthyl)-2-(3-thienyl)imidazole 3-Chlorobenzyl-((2S)-1-(((2S)-1-hydroxy-3-(2-oxopyrrolidin-3-yl)propan-2-yl)amino)-1-oxo-3-phenylpropan-2-yl)carbamate ClC=1C=C(CN(C(O)=O)[C@H](C(=O)N[C@H](CO)CC2C(NCC2)=O)CC2=CC=CC=C2)C=CC1.CC1=C(N=C(N1)C1=CSC=C1)C1=CC=CC2=CC=CC=C12